tert-butyl (3S,6S)-6-hydroxy-3-isopentyl-1,4-diazepane-1-carboxylate O[C@H]1CN[C@H](CN(C1)C(=O)OC(C)(C)C)CCC(C)C